ethyl 3-(1-(7-bromoisoquinolin-1-yl)ureido)propanoate BrC1=CC=C2C=CN=C(C2=C1)N(C(=O)N)CCC(=O)OCC